(S)-2-(4-oxopyrrolo[1,2-d][1,2,4]triazin-3(4H)yl)-N-(1-(p-tolyl)ethyl)acetamide O=C1N(N=CC=2N1C=CC2)CC(=O)N[C@@H](C)C2=CC=C(C=C2)C